tert-butyl 4-[5-[rac-(5S)-5-methyl-1-(p-tolylsulfonyl)-2-piperidyl]-1,3-benzothiazol-2-yl]piperidine-1-carboxylate C[C@H]1CCC(N(C1)S(=O)(=O)C1=CC=C(C=C1)C)C=1C=CC2=C(N=C(S2)C2CCN(CC2)C(=O)OC(C)(C)C)C1 |r|